[4-(1H-pyrazol-4-yl)-7H-pyrrolo[2,3-D]Pyrimidin-7-yl]Methyl pivalate C(C(C)(C)C)(=O)OCN1C=CC2=C1N=CN=C2C=2C=NNC2